2-(Naphthalen-2-ylmethyl)-4-((3-(piperidin-1-yl)propyl)amino)-9H-pyrido[2',3':4,5]pyrrolo[2,3-d]pyrimidine-7-carboxylic acid methyl ester COC(=O)C1=CC2=C(C3=C(N=C(N=C3NCCCN3CCCCC3)CC3=CC4=CC=CC=C4C=C3)N2)N=C1